[I-].C1CC1 cyclopropane iodide